2-amino-2-(8-bromo-4-deuterio-phthalazin-1-yl)acetonitrile NC(C#N)C1=NN=C(C2=CC=CC(=C12)Br)[2H]